2-ethylbutyl ((S)-((R)-1-((2S,3S,5R)-5-(5-fluoro-2,4-dioxo-3,4-dihydropyrimidin-1(2H)-yl)-3-hydroxytetrahydrofuran-2-yl)-2-hydroxyethoxy)(phenoxy)phosphoryl)-L-alaninate FC=1C(NC(N(C1)[C@H]1C[C@@H]([C@H](O1)[C@@H](CO)O[P@](=O)(OC1=CC=CC=C1)N[C@@H](C)C(=O)OCC(CC)CC)O)=O)=O